3-oxetan-benzonitrile O1CC(C1)C1=CC=CC=C1C#N